N-(2-chloro-3-(3'-chloro-6-methoxy-5-((((5-oxopyrrolidin-2-yl)methyl)amino)methyl)-[2,4'-bipyridin]-2'-yl)phenyl)-5-(((2-methoxyethyl)amino)methyl)picolinamide ClC1=C(C=CC=C1C1=NC=CC(=C1Cl)C1=NC(=C(C=C1)CNCC1NC(CC1)=O)OC)NC(C1=NC=C(C=C1)CNCCOC)=O